1-(2-(1H-imidazol-1-yl)ethyl)-1H-pyrazole-5-carboxylic acid sodium salt [Na+].N1(C=NC=C1)CCN1N=CC=C1C(=O)[O-]